N1=C(N=CC=C1)O.[K] potassium pyrimidinol salt